NC=1N=NC(=CC1C#CC1CCC2(CC(C2)N2CCN(CC2)C=2C=C3CN(C(C3=CC2)=O)C2C(NC(CC2)=O)=O)CC1)C1=C(C=CC=C1)O 3-(5-(4-(7-((3-amino-6-(2-hydroxyphenyl)pyridazin-4-yl)ethynyl)spiro[3.5]nonan-2-yl)piperazin-1-yl)-1-oxoisoindolin-2-yl)piperidine-2,6-dione